[4-[6-[3-(6-methylpyridin-2-yl)-1H-pyrazol-4-yl]-1H-indazol-4-yl]phenyl]methanamine CC1=CC=CC(=N1)C1=NNC=C1C1=CC(=C2C=NNC2=C1)C1=CC=C(C=C1)CN